3,3-dimethylpropanesulfonic acid CC(CCS(=O)(=O)O)C